CC1(CC(C1)(C1=NN=CN1C)C=1C=C(C=CC1)NC(=O)C=1C(N(C=C(C1)C=O)CC(F)(F)F)=O)C N-(3-(3,3-dimethyl-1-(4-methyl-4H-1,2,4-triazol-3-yl)cyclobutyl)phenyl)-5-formyl-2-oxo-1-(2,2,2-trifluoroethyl)-1,2-dihydropyridine-3-carboxamide